N-(2-chloro-3-((5-chloro-3-methyl-4-oxo-3,4-dihydroquinazolin-6-yl)amino)-4-fluorophenyl)-3-(methoxymethyl)azetidine-1-sulfonamide ClC1=C(C=CC(=C1NC=1C(=C2C(N(C=NC2=CC1)C)=O)Cl)F)NS(=O)(=O)N1CC(C1)COC